FC(C1=CC=CC=2N1N=C(C2)[C@@H]2N(CCC1=C2N=CN1)C(=O)C=1OC(=NN1)C1=NN(C(=C1)C)C)F (R)-(4-(7-(difluoromethyl)pyrazolo[1,5-a]pyridin-2-yl)-6,7-dihydro-1H-imidazo[4,5-c]pyridin-5(4H)-yl)(5-(1,5-dimethyl-1H-pyrazol-3-yl)-1,3,4-oxadiazol-2-yl)methanone